3-(propylcyclopentadienyl)(trimethylsilylmethylcyclopentadienyl)hafnium dichloride [Cl-].[Cl-].C(CC)C1(C=CC=C1)C1=CC(C=C1)(C[Si](C)(C)C)[Hf+2]